(2S)-2-(4,4-difluoro-3-(6-oxo-1,6-dihydropyridin-3-yl)piperidin-1-yl)-N-(2,2-difluoro-[1,3]dioxolo[4',5':4,5]benzo[1,2-d]thiazol-6-yl)propanamide FC1(C(CN(CC1)[C@H](C(=O)NC=1SC2=C(N1)C=C1C(=C2)OC(O1)(F)F)C)C1=CNC(C=C1)=O)F